4-fluoro-2-methylbenzoic acid FC1=CC(=C(C(=O)O)C=C1)C